N1[C@@H](COCC1)C1=CC=C(C=C1)N1C=CC2=C1N=CNC2=O 7-(4-((R)-morpholin-3-yl)phenyl)-3,7-dihydro-4H-pyrrolo[2,3-d]pyrimidin-4-one